ClC1=C(C(=C(C(=C1)OCCOC)F)C1=CC=CC(=C1)C(CNCC1=CC=C(C=C1)OC)C1=CC=CC=C1)C#N Chloro-6-fluoro-5'-(2-((4-methoxybenzyl)amino)-1-phenylethyl)-5-(2-methoxyethoxy)-[1,1'-biphenyl]-2-carbonitrile